O1CC(C=CC1)=O 2H-PYRAN-3(6H)-ONE